N-methyl-2-pyridinemethylamine CNCC1=NC=CC=C1